2-(difluoromethyl)-6,7-dihydro-5H-cyclopenta[b]pyridin-4-amine FC(C1=CC(=C2C(=N1)CCC2)N)F